C1(=CC=CC2=CC=CC=C12)C1=CC=C(S1)\C=N\C1=CC=CC=C1 (E)-N-((5-(naphthalen-1-yl)thiophen-2-yl)methylene)aniline